L-ascorbic acid 6-stearate C(CCCCCCCCCCCCCCCCC)(=O)OC[C@@H]([C@@H]1C(=C(C(=O)O1)O)O)O